4-{2-chloro-4-(methylsulfonyl)-3-[(2,2,2-trifluoroethoxy)methyl] benzoyl}-1-ethyl-1H-pyrazol-5-yl-1,3-dimethyl-1H-pyrazol-4-carboxylat ClC1=C(C(=O)C=2C=NN(C2C2=C(C(=NN2C)C)C(=O)[O-])CC)C=CC(=C1COCC(F)(F)F)S(=O)(=O)C